ClC=1C=C(C=CC1)S(=O)(=O)CC=1N=C2N(C=C(C=C2)C2=NOC(=N2)C(F)(F)F)C1 3-(2-(((3-chlorophenyl)sulfonyl)methyl)imidazo[1,2-a]pyridin-6-yl)-5-(trifluoromethyl)-1,2,4-oxadiazole